O1C(=NC2=C1C=CC=C2)C=2C=C(C=CC2)NC(CC=2C=C(C=CC2)C)=O N-(3-(benzo[d]oxazol-2-yl)phenyl)-2-(m-tolyl)acetamide